3-(4-tert.-butyl-phenyl)propanal C(C)(C)(C)C1=CC=C(C=C1)CCC=O